(1-(3-(2-methoxyethyl)-7-morpholino-3H-imidazo[4,5-b]pyridin-5-yl)-3-(m-tolyl)-1H-pyrazol-5-yl)methanamine hydrochloride Cl.COCCN1C=NC=2C1=NC(=CC2N2CCOCC2)N2N=C(C=C2CN)C=2C=C(C=CC2)C